BrC=1C=CC(=C(CNC(OC(C)(C)C)=O)C1)OC(C)C tert-Butyl (5-bromo-2-isopropoxybenzyl)carbamate